5-bromo-6-nitro-1H-1,3-benzodiazole BrC1=CC2=C(NC=N2)C=C1[N+](=O)[O-]